ClC1=C(C=CC=C1F)CC(=O)NC1=CC(=NC=C1)N(C(C)=O)C1=C(C=C(C=C1)F)F N-{4-[2-(2-chloro-3-fluorophenyl)acetylamino]pyridin-2-yl}-N-(2,4-difluorophenyl)acetamide